N-(2-(5-((4-(4-cyano-6-methylpyrimidin-2-yl)piperazin-1-yl)sulfonyl)indoline-1-carbonyl)phenyl)methanesulfonamide C(#N)C1=NC(=NC(=C1)C)N1CCN(CC1)S(=O)(=O)C=1C=C2CCN(C2=CC1)C(=O)C1=C(C=CC=C1)NS(=O)(=O)C